C(CCCCCCCCCCCCC)OC([C@H](CC(=O)OCCCCCCCCCCCCCC)NS(O)(=O)=O)=O (S)-(1,4-bis(tetradecyloxy)-1,4-dioxobutan-2-yl)sulfamic acid